bis-(4-amino-3-ethylcyclohexyl)-methane NC1C(CC(CC1)CC1CC(C(CC1)N)CC)CC